O1C=CC2=C1C=CC(=C2)C=2C(=NC(=CN2)CCC(C(F)(F)F)(F)F)N2CCC(CC2)C(=O)O 1-(3-(benzofuran-5-yl)-6-(3,3,4,4,4-pentafluorobutyl)pyrazin-2-yl)piperidine-4-carboxylic acid